8-((7,7-bis(octyloxy)heptyl)(2-hydroxyethyl)amino)octanoic acid hept-3-yl ester CCC(CCCC)OC(CCCCCCCN(CCO)CCCCCCC(OCCCCCCCC)OCCCCCCCC)=O